2-(2,2,2-trifluoroethoxy)pyridine-3-carbonitrile FC(COC1=NC=CC=C1C#N)(F)F